NC(CCCCCCCC(=O)O)C 9-amino-Decanoic acid